CC1=CC=C(C=C1)S(=O)(=O)O 4-toluene-sulfonic acid